C(C)(C)(C)OC(=O)NC1=C(C=C(C=C1)C(C(=O)OCC)CN1CCOCC1)F Ethyl 2-(4-((tert-butoxycarbonyl) amino)-3-fluorophenyl)-3-morpholinopropionate